N1=CN=C(C2=C1NC=C2)O[C@@H]2CC[C@H](CC2)N2C(N(CC2=O)C=2C=NC=C(C2)C(F)(F)F)=O 3-[trans-4-(7H-pyrrolo[2,3-d]pyrimidin-4-yloxy)cyclohexyl]-1-[5-(trifluoromethyl)-3-pyridinyl]-2,4-imidazolidinedione